CN(CC(=O)N1CCC(CC1)C1=NC=C(N=C1)C1=NNC(=C1C(C)C)C=1C=C(C=2N(C1)N=CN2)OC)C 2-(dimethylamino)-1-(4-(5-(4-isopropyl-5-(8-methoxy-[1,2,4]triazolo[1,5-a]pyridin-6-yl)-1H-pyrazol-3-yl)pyrazin-2-yl)piperidin-1-yl)ethan-1-one